NC1=NN2C(C=C(C=C2)C=2C(=CC(=C(C(=O)NCC[C@H](C3=CC=C(C=C3)C(F)(F)F)O)C2)C)F)=N1 |r| Racemic-5-(2-amino-[1,2,4]triazolo[1,5-a]pyridin-7-yl)-4-fluoro-N-(3-hydroxy-3-(4-(trifluoromethyl)phenyl)propyl)-2-methylbenzamide